CC1=CC=2C3=C(NC2C=C1)C=CC=N3 8-methyl-5H-pyrido[3,2-b]indole